2-((1S,6S)-6-aminocyclohex-3-en-1-yl)-N-(but-2-yn-1-yl)-3,5-dichlorothieno[3,2-b]pyridin-7-amine N[C@H]1CC=CC[C@@H]1C1=C(C2=NC(=CC(=C2S1)NCC#CC)Cl)Cl